ClC1=C(C(=O)NC=2C=NC(=C(C2)Cl)N2N=CC=N2)C=C(C(=C1)C1=CNC(C=C1)=O)F 2-chloro-N-(5-chloro-6-(2H-1,2,3-triazol-2-yl)pyridin-3-yl)-5-fluoro-4-(6-oxo-1,6-dihydropyridin-3-yl)benzamide